7-(acetyl)amino-4-(2-(1-isopropyl-1H-pyrazol-4-yl)ethyl)aminomethylcyclohepta[7,6-b]indole C(C)(=O)NC1=CC2=NC3=C(C=CC=C3C2=CC=C1)CNCCC=1C=NN(C1)C(C)C